NC1=NN(C2=NC(=C(C=C21)F)N2CCCC2)C(=O)C2=C(C=CC=C2)C (3-amino-5-fluoro-6-(pyrrolidin-1-yl)-1H-pyrazolo[3,4-b]pyridin-1-yl)(o-tolyl)methanone